N-((2-morpholino-6-((thiophen-2-ylmethyl)amino)pyrimidin-4-yl)methyl)picolinamide O1CCN(CC1)C1=NC(=CC(=N1)CNC(C1=NC=CC=C1)=O)NCC=1SC=CC1